BrC=1C=CC(=NC1)NC(=O)C1N2C=CC=C2C(CC1)=O N-(5-bromo-2-pyridinyl)-8-oxo-6,7-dihydro-5H-indolizine-5-carboxamide